[I-].C12C(CC(C=C1)C2)C(=O)OC=2C=C1C(C(=[N+](C1=CC2)C)C)(C)C 5-((bicyclo[2.2.1]hept-5-ene-2-carbonyl)oxy)-1,2,3,3-tetramethyl-3H-indolium iodide